5-[2-[2-[4-[2-(dimethylamino)ethoxy]phenyl]acetyl]-7-[(3R)-3-methyl-3,4-dihydro-1H-isoquinoline-2-carbonyl]-3,4-dihydro-1H-isoquinolin-6-yl]-1,2-dimethyl-N-phenyl-pyrrole-3-carboxamide CN(CCOC1=CC=C(C=C1)CC(=O)N1CC2=CC(=C(C=C2CC1)C1=CC(=C(N1C)C)C(=O)NC1=CC=CC=C1)C(=O)N1CC2=CC=CC=C2C[C@H]1C)C